CC1(NC2=CC=CC=C2C(=C1)C)C 2,2,4-Tri-methyl-1,2-dihydroquinolin